N1C(CCCC1)=O 2-Piperidinone